O=C1NCC2=C(C=C(C=C12)C1=CC=C(C(=O)N)C=C1)C1=CC=C(C=C1)OC1=CC=CC=C1 4-(3-oxo-7-(4-phenoxyphenyl)isoindolin-5-yl)benzamide